chlorospiro[cyclopropane-1,3'-pyrrolo[3,2-c]pyridine]-1'(2'H)-carboxylic acid tert-butyl ester C(C)(C)(C)OC(=O)N1C(C2(C=3C=NC=CC31)CC2)Cl